Boron pinacol OC(C)(C)C(C)(C)O.[B]